ClC1=C(C=CC2=C1C(=N[C@H](C=1N2C(=NN1)C1=NC=NC=C1)C)C1=NC=CC=C1F)Cl (4S)-7,8-dichloro-6-(3-fluoro-2-pyridyl)-4-methyl-1-pyrimidin-4-yl-4H-[1,2,4]triazolo[4,3-a][1,4]benzodiazepine